C1(CC1)C1=CC(=C(C(=O)NC2=CC(=C(C=C2)F)C(C)CCN2C(C3=CC=CC=C3C2=O)=O)C=C1C(F)(F)F)OC1=C(C=C(C=C1)F)C 4-cyclopropyl-N-(3-(4-(1,3-dioxoisoindolin-2-yl)butan-2-yl)-4-fluorophenyl)-2-(4-fluoro-2-methylphenoxy)-5-(trifluoromethyl)benzamide